tert-butyl((1-((2-chloro-5-(3,3-diethoxyprop-1-yn-1-yl)pyrimidin-4-yl)amino)cyclohexyl)methyl)carbamate C(C)(C)(C)OC(NCC1(CCCCC1)NC1=NC(=NC=C1C#CC(OCC)OCC)Cl)=O